C[C@@H]1O[C@@H](CN(C1)C=1N(C(C=C(N1)C=1C=C2C=C(N=CC2=CC1)CC(=O)N)=O)C)C 2-(6-(2-((cis)-2,6-dimethylmorpholino)-1-methyl-6-oxo-1,6-dihydropyrimidin-4-yl)isoquinolin-3-yl)acetamide